NCCN1CCC(CC1)C1=C(N(C=C1)S(N)(=O)=O)C(=O)O 3-[1-(2-aminoethyl)-4-piperidinyl]-1-sulfamoyl-pyrrole-2-carboxylic acid